OB1OCC2=C1C(=C(C=C2)C(=O)N[C@@H](C(C)C)C(=O)OCC(CO)CO)C 3-hydroxy-2-(hydroxymethyl)propyl (1-hydroxy-7-methyl-1,3-dihydrobenzo[c][1,2]oxaborole-6-carbonyl)-L-valinate